C12(C(CCCC1)O2)CC21C(CC(CC2)C(=O)[O-])O1 4-Epoxycyclohexylmethyl-3,4-epoxycyclohexancarboxylat